N-((1-(6-(6-(Difluoromethyl)imidazo[1,2-b]pyridazin-3-yl)pyrimidin-4-yl)-4-fluoro-5-methyl-1,2,3,6-tetrahydropyridin-3-yl)methyl)methanesulfonamide FC(C=1C=CC=2N(N1)C(=CN2)C2=CC(=NC=N2)N2CC(C(=C(C2)C)F)CNS(=O)(=O)C)F